12-hydroxy-5Z,8Z,10E,14Z-eicosatetraenoic acid CCCCC/C=C\CC(/C=C/C=C\C/C=C\CCCC(=O)O)O